C1(=CC=CC=C1)S(=O)CC(C(=O)O)CCC(=O)O 2-[(phenylsulfinyl)methyl]glutaric acid